6-(trifluoromethyl)-1H-indazole-3-carbaldehyde FC(C1=CC=C2C(=NNC2=C1)C=O)(F)F